2'-chloro-N-(5-(4-chloro-3-ethyl-1-methyl-1H-pyrazole-5-carbonyl)-5,6-dihydro-4H-pyrrolo[3,4-d]thiazol-2-yl)-5'-methoxy-6-methyl-[4,4'-bipyridine]-3-carboxamide ClC1=NC=C(C(=C1)C1=C(C=NC(=C1)C)C(=O)NC=1SC2=C(N1)CN(C2)C(=O)C2=C(C(=NN2C)CC)Cl)OC